4-cyano-4-(dodecyl-thiocarbonyl)sulfanyl-pentanoic acid C(#N)C(CCC(=O)O)(C)SC(=S)CCCCCCCCCCCC